N[C@H](CC1=C(C=2N=C(N=C(C2S1)NCC=1SC=CC1)C#N)C#N)C (S)-6-(2-aminopropyl)-4-((thiophen-2-ylmethyl)amino)thieno[3,2-d]pyrimidine-2,7-dicarbonitrile